methyl 5-bromobenzothiophene-2-carboxylate BrC=1C=CC2=C(C=C(S2)C(=O)OC)C1